(3S*)-3-(3,8-Dimethyl[1,2,4]triazolo[4,3-a]pyridin-7-yl)-3-(7-{[(2R)-2-ethyl-7-hydroxy-2,3-dihydropyrido[2,3-f][1,4]oxazepin-4(5H)-yl]methyl}-1-benzothiophen-5-yl)propanoic acid CC1=NN=C2N1C=CC(=C2C)[C@@H](CC(=O)O)C=2C=C(C1=C(C=CS1)C2)CN2C[C@H](OC1=C(C2)N=C(C=C1)O)CC |o1:11|